C(C)(C)(C)OC(NCC1=NC=C2C=CC(=NC2=C1)Cl)=O ((2-chloro-1,6-naphthyridin-7-yl)methyl)carbamic acid tert-butyl ester